(2-bromo-6-chlorophenyl)(methyl)sulfane BrC1=C(C(=CC=C1)Cl)SC